methyl (R)-3-(((R)-tert-butylsulfinyl)amino)-3-ethylhept-6-enoate C(C)(C)(C)[S@@](=O)N[C@@](CC(=O)OC)(CCC=C)CC